C(C1=CC=CC=C1)P1(CCCCC1)=O benzylphosphinane 1-oxide